(2S)-4-(2-chloro-6-((5-chloro-6-fluoro-1-(methoxycarbonyl)-1,2,3,4-tetrahydronaphthalen-1-yl)methyl)-5-nitropyrimidin-4-yl)-2-(cyanomethyl)piperazine-1-carboxylic acid tert-butyl ester C(C)(C)(C)OC(=O)N1[C@H](CN(CC1)C1=NC(=NC(=C1[N+](=O)[O-])CC1(CCCC2=C(C(=CC=C12)F)Cl)C(=O)OC)Cl)CC#N